FC(C1=C(C=C(C(=C1)N)C(F)(F)F)C1=C(C=C(N)C=C1)C(F)(F)F)(F)F 2,2',5-tris(trifluoromethyl)benzidine